COC=1C(=C(C(=CC1)C)C1=NC(=CC2=C1N=CN=C2N)C)C 8-(3-methoxy-2,6-dimethylphenyl)-6-methylpyrido[3,4-d]pyrimidin-4-amine